COCC(C)SC1C(OC2=C1C=CC=C2)C(C)=O 1-[3-(2-Methoxy-1-methyl-ethyl)sulfanyl-2,3-dihydrobenzofuran-2-yl]ethanone